(5S)-1'-[7-(2,4-difluoro-3-methoxy-phenyl)-6-methyl-pyrazolo[1,5-a]pyrazin-4-yl]spiro[5,7-dihydrocyclopenta[b]pyridine-6,4'-piperidine]-5-amine FC1=C(C=CC(=C1OC)F)C1=C(N=C(C=2N1N=CC2)N2CCC1(CC2)[C@@H](C=2C(=NC=CC2)C1)N)C